C(#N)CN1C[C@@H](CCC1)NC(N([C@H](C)C1=CC(=CC=C1)C=1N=C(C=2N(C1)C=CN2)OC)CC)=O 3-((R)-1-(cyanomethyl)piperidin-3-yl)-1-ethyl-1-((R)-1-(3-(8-methoxyimidazo[1,2-a]pyrazin-6-yl)phenyl)ethyl)urea